6-(((((1S,2S)-2-hydroxycyclopentyl)oxy)methyl)pyrimidin-5-yl)Benzodiazepine O[C@@H]1[C@H](CCC1)OCC1=NC=C(C=N1)C1=CC=CC2=C1C=CC=NN2